(E)-1-[4-(Hydroxymethyl)-2-methoxyphenyl]-3-(4-methoxyphenyl)prop-2-en-1-one OCC1=CC(=C(C=C1)C(\C=C\C1=CC=C(C=C1)OC)=O)OC